C(C1=CC=CC=C1)(=O)C=1N2CC[C@H](C2=CC1)O |r| (1RS)-5-benzoyl-2,3-dihydro-1H-pyrrolizine-1-ol